(S)-N-(4-((2-Chloro-6-fluorophenyl)carbamoyl)-2-fluoro-5-(((S)-1,1,1-trifluoropropan-2-yl)oxy)phenyl)-2-(hydroxymethyl)pyrrolidine-1-carboxamide ClC1=C(C(=CC=C1)F)NC(=O)C1=CC(=C(C=C1O[C@H](C(F)(F)F)C)NC(=O)N1[C@@H](CCC1)CO)F